N1=C(C=CC=C1)C=1C2=CC=C(N2)C(=C2C=CC(C(=C3C=CC(=C(C=4C=CC1N4)C4=NC=CC=C4)N3)C3=NC=CC=C3)=N2)C2=NC=CC=C2 5,10,15,20-tetra-pyridyl-porphyrin